tert-Butyl 2-(5-(1-(benzo[d][1,3]dioxol-5-yl)cyclopropanecarboxamido)-1H-indol-2-yl)piperidine-1-carboxylate O1COC2=C1C=CC(=C2)C2(CC2)C(=O)NC=2C=C1C=C(NC1=CC2)C2N(CCCC2)C(=O)OC(C)(C)C